4',5'-diiodo-3',6'-dihydroxyspiro[isobenzofuran-1(3H),9'-[9H]xanthene]-3-one IC1=C(C=CC=2C3(C4=CC=C(C(=C4OC12)I)O)OC(C1=CC=CC=C13)=O)O